4-(benzo[b]thiophen-4-yl)-1-((((hexyloxy)carbonyl)oxy)methyl)-1-(4-((2-oxo-1,2-dihydroquinolin-7-yl)oxy)butyl)piperazin-1-ium iodide [I-].S1C2=C(C=C1)C(=CC=C2)N2CC[N+](CC2)(CCCCOC2=CC=C1C=CC(NC1=C2)=O)COC(=O)OCCCCCC